C(C)(C)(C)OC(NC1(CCN(CC1)C=1N=C(C2=C(N1)NC=C2C2=C(C1=C(N=C(S1)C)C=C2)Cl)C#N)C2=C(C=CC=C2)F)=O (1-(5-(7-chloro-2-methylbenzo[d]thiazol-6-yl)-4-cyano-7H-pyrrolo[2,3-d]pyrimidin-2-yl)-4-(2-fluorophenyl)piperidin-4-yl)carbamic acid tert-butyl ester